tert-butyl (1R,4R)-5-(4-((3-chloro-4-(difluoromethoxy)-2-fluorophenyl)amino)pyrido[3,2-d]pyrimidin-6-yl)-2,5-diazabicyclo[2.2.2]octane-2-carboxylate ClC=1C(=C(C=CC1OC(F)F)NC=1C2=C(N=CN1)C=CC(=N2)N2[C@H]1CN([C@@H](C2)CC1)C(=O)OC(C)(C)C)F